NC=1CC(=CC2=C(N1)C=C(S2)CCCCCNC(OCC2=CC=CC=C2)=O)C(N(CCC)CCCNC(=O)OC(C)(C)C)=O Benzyl (5-(5-amino-7-((3-((tert-butoxycarbonyl)amino)propyl)(propyl)carbamoyl)-6H-thieno[3,2-b]azepin-2-yl)pentyl)carbamate